N-[(3S*)-1-(4-Chloro-3-cyano-1H-indol-7-yl)piperidin-3-yl]-6-[4-(dibutoxymethyl)piperidin-1-yl]pyridine-2-carboxamide ClC1=C2C(=CNC2=C(C=C1)N1C[C@H](CCC1)NC(=O)C1=NC(=CC=C1)N1CCC(CC1)C(OCCCC)OCCCC)C#N |o1:12|